(5E)-3-{[tert-butyl-(diphenyl)silyl]oxy}tetradec-5-en-1-ol C(C)(C)(C)[Si](OC(CCO)C\C=C\CCCCCCCC)(C1=CC=CC=C1)C1=CC=CC=C1